1-(4-((2,2-difluoro-3-hydroxypropyl)amino)-6-methylpyrimidin-2-yl)-3-(naphthalen-2-yl)urea FC(CNC1=NC(=NC(=C1)C)NC(=O)NC1=CC2=CC=CC=C2C=C1)(CO)F